2-chloro-7-methyl-9-(piperidin-4-yl)-7,9-dihydro-8H-purin-8-one hydrochloride Cl.ClC1=NC=C2N(C(N(C2=N1)C1CCNCC1)=O)C